(R)-N-(2-methoxy-4-(4-(oxetan-3-yl)piperazin-1-yl)phenyl)-6-(3-phenylisoxazolidin-2-yl)pyrimidin-4-amine COC1=C(C=CC(=C1)N1CCN(CC1)C1COC1)NC1=NC=NC(=C1)N1OCC[C@@H]1C1=CC=CC=C1